9,9',9'',9'''-(4-(2,6-dimethylpyridin-4-yl)-6-(6-methylpyridin-2-yl)benzene-1,2,3,5-tetrayl)tetrakis(3-methyl-9H-carbazole) CC1=NC(=CC(=C1)C1=C(C(=C(C(=C1N1C2=CC=CC=C2C=2C=C(C=CC12)C)C1=NC(=CC=C1)C)N1C2=CC=CC=C2C=2C=C(C=CC12)C)N1C2=CC=CC=C2C=2C=C(C=CC12)C)N1C2=CC=CC=C2C=2C=C(C=CC12)C)C